CO[Si](O[Si](C)(C)C)(C)OC dimethoxytetramethyl-disiloxane